3-(2-methyl-2H-1,2,3,4-tetrazol-5-yl)benzoic acid CN1N=C(N=N1)C=1C=C(C(=O)O)C=CC1